OC(C(=O)OCC(CO)(CO)CO)(CCCCCCCCCCCCCCCC)O pentaerythritol (bishydroxystearate)